(S)-(4-(benzo[d]oxazol-2-yl)-4,6-dihydropyrrolo[3,4-d]imidazol-5(1H)-yl)(5-(pyridin-2-yl)-1,3,4-oxadiazol-2-yl)methanone O1C(=NC2=C1C=CC=C2)[C@H]2N(CC=1NC=NC12)C(=O)C=1OC(=NN1)C1=NC=CC=C1